ethyl 6-methyl-2,4-dichloroquinoline-3-carboxylate CC=1C=C2C(=C(C(=NC2=CC1)Cl)C(=O)OCC)Cl